(2S,4R)-1-(2-(3-acetyl-5-(pyrazolo[1,5-a]pyrimidin-6-yl)-1H-indazol-1-yl)acetyl)-4-fluoro-N-(6-(trifluoromethoxy)pyridin-2-yl)pyrrolidine-2-carboxamide C(C)(=O)C1=NN(C2=CC=C(C=C12)C=1C=NC=2N(C1)N=CC2)CC(=O)N2[C@@H](C[C@H](C2)F)C(=O)NC2=NC(=CC=C2)OC(F)(F)F